COC(C1=C(C(=CC=C1)OCC1OC1)Cl)=O 2-chloro-3-(oxiran-2-ylmethoxy)benzoic acid methyl ester